1-((3s,4r)-4-(3,5-difluorophenyl)-1-(2-methoxyethyl)pyrrolidin-3-yl)-3-(1-methyl-3-phenyl-1H-pyrazol-5-yl)urea FC=1C=C(C=C(C1)F)[C@H]1[C@@H](CN(C1)CCOC)NC(=O)NC1=CC(=NN1C)C1=CC=CC=C1